3-benzyl 8-(tert-butyl) (1R,2R,5S)-2-(1-hydroxyethyl)-3,8-diazabicyclo[3.2.1]octane-3,8-dicarboxylate OC(C)[C@H]1[C@H]2CC[C@@H](CN1C(=O)OCC1=CC=CC=C1)N2C(=O)OC(C)(C)C